C(C1=CC=CC=C1)O[C@@H](CCN1C(N(C2=C1C=C(C=C2)[N+](=O)[O-])C)=O)C 3-[(3R)-3-benzyloxybutyl]-1-methyl-5-nitro-benzimidazol-2-one